COC(=O)C=1C=CC2=C(N(C(=N2)CN2CCC(CC2)C2=NC(=CC=C2)O)C[C@H]2OCC2)C1 (S)-2-((4-(6-hydroxypyridin-2-yl)piperidin-1-yl)methyl)-1-(oxetane-2-ylmethyl)-1H-Benzo[d]imidazole-6-carboxylic acid methyl ester